C12CC(CC(CC1)N2)N(C=2SC1=C(C=NC(=C1)C=1C=C(C=3N(C1)C=C(N3)C)C#N)N2)C 6-{2-[(3-exo)-8-azabicyclo[3.2.1]oct-3-yl-(methyl)amino][1,3]thiazolo[4,5-c]pyridin-6-yl}-2-methylimidazo[1,2-a]pyridine-8-carbonitrile